BrCC=1C=C(C=CC1)NC(OC(C)(C)C)=O tert-Butyl (3-(bromomethyl)phenyl)carbamate